(R/S)-1-(3,3-difluoro-1-methylpiperidin-4-yl)-8-(6-isopropoxypyridin-3-yl)-3-methyl-1,3-dihydro-2H-imidazo[4,5-c]quinolin-2-one FC1(CN(CC[C@H]1N1C(N(C=2C=NC=3C=CC(=CC3C21)C=2C=NC(=CC2)OC(C)C)C)=O)C)F |r|